N-(2-chloro-3-((3,5-dimethyl-4-oxo-3,4-dihydroquinazolin-6-yl)amino)-4-fluorophenyl)ethane-sulfonamide ClC1=C(C=CC(=C1NC=1C(=C2C(N(C=NC2=CC1)C)=O)C)F)NS(=O)(=O)CC